C(C)N(CCCNC(=O)C=1N=CC2=C(N1)SC=1N2C=C(N1)C1=C(C=C(C=C1)C(NC)=O)F)CC N-(3-(diethylamino)propyl)-7-(2-fluoro-4-(methylcarbamoyl)phenyl)imidazo[2',1':2,3]thiazolo[5,4-d]pyrimidine-2-carboxamide